acetyl-Alanine C(C)(=O)N[C@@H](C)C(=O)O